3-bromo-1-(3,5-dimethylphenyl)-1H-indazole BrC1=NN(C2=CC=CC=C12)C1=CC(=CC(=C1)C)C